3-(2-chloro-5-fluorophenyl)-6-(1-cyclopropyl-1H-pyrazol-4-yl)-2,3-dihydro-1H-benzo[de][1,8]naphthyridine ClC1=C(C=C(C=C1)F)C1C2=C3C(C=CN=C3NC1)=C(C=C2)C=2C=NN(C2)C2CC2